N1(CCCCC1)C(\C=C\CCC\C=C/CC#CC#C)=O (2E,7Z)-1-(piperidine-1-yl)trideca-2,7-dien-10,12-diyn-1-one